2-methyl-N-(1-(3-(piperidin-1-yl)-1,2,4-thiadiazol-5-yl)ethylidene)propane-2-sulfinamide CC(C)(C)S(=O)N=C(C)C1=NC(=NS1)N1CCCCC1